C(\C=C\C(=O)O)(=O)C(O)(C[N+](C)(C)C)CC([O-])=O Fumarylcarnitine